4-(6-bromo-1H-indol-2-yl)-N-methoxy-2-carbonyl-5-pentyl-2,5-dihydrofuran-3-carboxamide BrC1=CC=C2C=C(NC2=C1)C1=C(C(OC1CCCCC)=C=O)C(=O)NOC